2,3,5,6-tetrabromo-para-xylene diisocyanate [N-]=C=O.[N-]=C=O.BrC1=C(C(=C(C(=C1Br)C)Br)Br)C